N(CC1=CC(=CC2=C1OCCO2)C[C@H](C(=O)O)[C@@H]2CNCC2)(CC2=CC(=CC1=C2OCCO1)C[C@H](C(=O)O)[C@@H]1CNCC1)CC1=CC(=CC2=C1OCCO2)C[C@H](C(=O)O)[C@@H]2CNCC2 (2S,2'S,2''S)-3,3',3''-((nitrilotris(methylene))tris(2,3-dihydrobenzo[b][1,4]dioxin-8,6-diyl))tris(2-((R)-pyrrolidin-3-yl)propanoic acid)